C(#N)C[C@H]1CN(CCN1)C1=CC(=NC(=N1)OC[C@H]1N(CCC1)C)C(=O)NC1=CC=CC2=CC=CC=C12 6-[(3S)-3-(cyanomethyl)piperazin-1-yl]-2-[[(2S)-1-methylpyrrolidin-2-yl]methoxy]-N-(1-naphthyl)pyrimidine-4-carboxamide